6-chloro-N2-(3-chlorophenyl-methyl)-N4-(3-ethyl-1H-pyrazol-5-yl)-N2-methyl-1,3,5-triazine-2,4-diamine ClC1=NC(=NC(=N1)N(C)CC1=CC(=CC=C1)Cl)NC1=CC(=NN1)CC